N-(((9H-fluoren-9-yl)methoxy)carbonyl)-O-(2-chlorophenyl)-L-serine C1=CC=CC=2C3=CC=CC=C3C(C12)COC(=O)N[C@@H](COC1=C(C=CC=C1)Cl)C(=O)O